[N+](=O)([O-])C=1C=NC=CC1C(CC(=O)OCC)=O ethyl 3-(3-nitropyridin-4-yl)-3-oxopropanoate